BrC=1C(=C2C=NC(=NC2=CC1)NC1CCN(CC1)C(=O)OC(C)(C)C)F tert-butyl 4-[(6-bromo-5-fluoroquinazolin-2-yl) amino]piperidine-1-carboxylate